5-iodo-isothiazole IC1=CC=NS1